Naphthalenedicarboxaldehyde C1=CC(=C2C=CC=C(C2=C1)C=O)C=O